C(C)(C)(C)OC(=O)N1[C@@H](CCC1)C=CC(=O)OCC.ClC1=NC(=NC=C1)C(C)(F)F 4-Chloro-2-(1,1-difluoroethyl)pyrimidine tert-butyl-(2S)-2-(3-ethoxy-3-oxoprop-1-en-1-yl)pyrrolidine-1-carboxylate